NC1=C(C(=O)NC2CCC(CC2)(C)O)C=C(C=N1)C1=CC=C(C=C1)[C@@]12CN(C[C@H]2C1)C1CCC(CC1)(F)F 2-amino-5-(4-((1R,5S)-3-(4,4-difluorocyclohexyl)-3-azabicyclo[3.1.0]hex-1-yl)phenyl)-N-((1R,4R)-4-hydroxy-4-methylcyclohexyl)nicotinamide